Ethyl 4-[(2S)-2-(hydroxymethyl)-2,3-dihydro-1H-indol-1-yl]-2-{[3-fluoro-4-(methylsulfonyl)phenyl]amino}pyrimidine-5-carboxylate OC[C@H]1N(C2=CC=CC=C2C1)C1=NC(=NC=C1C(=O)OCC)NC1=CC(=C(C=C1)S(=O)(=O)C)F